6-chloro-3-(((R)-1-(2-cyano-3-(4-((S)-1-methoxyethyl)piperidin-1-yl)-7-methylquinoxalin-5-yl)ethyl)amino)picolinic acid ClC1=CC=C(C(=N1)C(=O)O)N[C@H](C)C1=C2N=C(C(=NC2=CC(=C1)C)C#N)N1CCC(CC1)[C@H](C)OC